ClC1=C(C(=CC=C1F)Cl)C(C)OC=1C(=NC=C(C1)C1=CC=C(C=C1)CN1C[C@H](O[C@H](C1)C)C)N 3-[1-(2,6-dichloro-3-fluoro-phenyl)-ethoxy]-5-[4-((2r,6s)-2,6-dimethyl-morpholin-4-ylmethyl)-phenyl]-pyridin-2-ylamine